8-bromo-N2-[(3R)-piperidin-3-yl]-N4-{[4-(pyridin-2-yl)phenyl]methyl}pyrazolo[1,5-a][1,3,5]triazine-2,4-diamine BrC=1C=NN2C1N=C(N=C2NCC2=CC=C(C=C2)C2=NC=CC=C2)N[C@H]2CNCCC2